O=C1N(CCC2=C1SC(=N2)C=2C=NC(=CC2)N2CCCC2)C(=O)OC(C)(C)C tert-butyl 4-oxo-2-(6-(pyrrolidin-1-yl)pyridin-3-yl)-6,7-dihydrothiazolo[5,4-c]pyridine-5(4H)-carboxylate